C1(CCCC1)NC[Si](OCC)(OCC)OCC N-cyclopentyl-aminomethyl-triethoxysilane